heptyl [5-(4-hexyloxy-1,2,5-thiadiazol-3-yl)-1-methyl-3,6-dihydro-2H-pyridin-1-ium-1-yl]methyl carbonate chloride [Cl-].C(OCCCCCCC)(OC[N+]1(CCC=C(C1)C1=NSN=C1OCCCCCC)C)=O